C(CCCCCCCCCCCCC)(=O)C([NH+](C)C)C(CCCCCCCCCCCCC)=O ditetradecanoyltrimethylammonium